(trans)-Ethyl 4-(2-chloro-3,4-difluorophenyl)-(4-(4-(2-ethoxy-2-oxoethyl)oxazol-2-yl)cyclohexyl)-2-(thiazol-2-yl)-1,4-dihydropyrimidine-5-carboxylate ClC1=C(C=CC(=C1F)F)C1N=C(N(C=C1C(=O)OCC)[C@@H]1CC[C@H](CC1)C=1OC=C(N1)CC(=O)OCC)C=1SC=CN1